OCCOC1=CC=C(C=C1)C1(C2=CC=C(C=C2C=2C=C(C=CC12)C1=CC=CC=C1)C1=CC=CC=C1)C1=CC=C(C=C1)OCCO 9,9-bis[4-(2-hydroxyethoxy)phenyl]-3,6-diphenylfluorene